C1(=CC=CC=C1)\C=C/C(=O)NC=1C=CC2=C(N=C(O2)C=2C=NC=CC2)C1 (Z)-3-phenyl-N-(2-(pyridin-3-yl)benzo[d]oxazol-5-yl)acrylamide